C12N(CC(NC1)CC2)C=2C1=C(N=C(N2)OC[C@]23CCCCN3C[C@@H](C2)F)C(=C(N=C1)C=1C=C(C=C(C1[C@@H]1[C@@H](C1)C)Cl)O)F 3-(4-(2,5-Diazabicyclo[2.2.2]octan-2-yl)-8-fluoro-2-(((2R,8aS)-2-fluorohexahydroindolizin-8a(1H)-yl)methoxy)pyrido[4,3-d]pyrimidin-7-yl)-5-chloro-4-((1S,2R)-2-methylcyclopropyl)phenol